C12C(CC(CC1)CC2)COC2=CC(=C(CN1CC(C1)C(=O)O)C=C2)C 1-(4-(bicyclo[2.2.2]octan-2-ylmethoxy)-2-methylbenzyl)azetidine-3-carboxylic acid